6-(4-((2R,6S)-1-acetyl-4-acryloyl-6-(hydroxymethyl)piperazin-2-yl)-6-chloropyridin-2-yl)-N-methylpyrimidine-4-carboxamide C(C)(=O)N1[C@@H](CN(C[C@H]1CO)C(C=C)=O)C1=CC(=NC(=C1)Cl)C1=CC(=NC=N1)C(=O)NC